5-(2-chloro-5-(isobutyramidomethyl)benzamido)-1-methyl-N-(4-(trifluoromethoxy)benzyl)-1H-indole-2-carboxamide ClC1=C(C(=O)NC=2C=C3C=C(N(C3=CC2)C)C(=O)NCC2=CC=C(C=C2)OC(F)(F)F)C=C(C=C1)CNC(C(C)C)=O